FC(CN1C=NC(=C1C=1C=CC=2N(C1)C(=CN2)CNC2CC(C2)(F)F)C2=CC=C(C=C2)F)F N-((6-(1-(2,2-difluoroethyl)-4-(4-fluorophenyl)-1H-imidazol-5-yl)imidazo[1,2-a]pyridin-3-yl)methyl)-3,3-difluorocyclobutanamine